C(CCCCC)(=O)OCC(COC(CCCCC)=O)(COC(CCCCC)=O)COC(CCCCC)=O pentaerythritol tetracaproate